CC1=C(C=C(C=C1)NC(=O)N1C[C@@H](CC1)CC(F)(F)F)C=1C=NC2=CC(=NC=C2C1)NC (S)-N-(4-methyl-3-(7-(methylamino)-1,6-naphthyridin-3-yl)phenyl)-3-(2,2,2-trifluoroethyl)pyrrolidine-1-carboxamide